N-(5-fluoro-4-phenyl-pyrimidin-2-yl)benzenesulfonamide FC=1C(=NC(=NC1)NS(=O)(=O)C1=CC=CC=C1)C1=CC=CC=C1